(1-(4-methoxybenzyl)-2-carbonyl-1,2-dihydropyrrolo[2,3,4-ij]isoquinolin-5-yl)-2-trifluoromethyl-N-(2-trifluoromethylpyridin-4-yl)-1H-pyrrole-3-carboxamide COC1=CC=C(CN2C(C3=NC=C(C4=CC=CC2=C34)N3C(=C(C=C3)C(=O)NC3=CC(=NC=C3)C(F)(F)F)C(F)(F)F)=C=O)C=C1